2'-amino-5-((1-fluorobutan-2-yl)oxy)-6'-((pyridin-2-ylmethyl)thio)-[2,4'-bipyridine]-3',5'-dicarbonitrile NC1=NC(=C(C(=C1C#N)C1=NC=C(C=C1)OC(CF)CC)C#N)SCC1=NC=CC=C1